8-chloro-9-methyl-4-[3-(4-pyridinyl)azetidin-1-yl]pyrido[3',2':4,5]thieno[3,2-d]pyrimidine ClC1=C(C2=C(SC3=C2N=CN=C3N3CC(C3)C3=CC=NC=C3)N=C1)C